COC1=CC=C(C(=O)NC2=CC=NC=C2C(=O)NCCN2CCN(CC2)C)C=C1 4-(4-methoxybenzamido)-N-(2-(4-methylpiperazin-1-yl)ethyl)nicotinamide